CN(C1CCN(CC1)C1=C2C=CN=NC2=C(C=C1)C(=O)NC=1C=C(C=2N(C1)C=C(N2)C)F)C 5-[4-(dimethylamino)piperidin-1-yl]-N-[8-fluoro-2-methylimidazo[1,2-a]pyridin-6-yl]cinnoline-8-carboxamide